C(CCCCCCCCCC#CCCC(C([2H])([2H])[2H])([2H])[2H])O [16,16,16,15,15-2H5]-hexadec-11-yn-1-ol